1-Ethyl-3-iodo-1,5-dihydro-4H-pyrazolo[4,3-c]pyridin-4-one C(C)N1N=C(C=2C(NC=CC21)=O)I